C(C)(=O)N1CC2(C1)CC(C2)NC2=NC=C1C3(CN(C(C1=C2)=O)CC2CN1C(C4=CC=CC=C4CC1)O2)CC3 7'-((2-acetyl-2-azaspiro[3.3]hept-6-yl)amino)-2'-((2,3,6,10b-tetrahydro-5H-oxazolo[2,3-a]isoquinolin-2-yl)methyl)-2',3'-dihydro-1'H-spiro[cyclopropane-1,4'-[2,6]naphthyridine]-1'-one